C(C)(C)(C)OC(=O)N1CC2(C1)CC(C2)OS(=O)(=O)C 6-((methylsulfonyl)oxy)-2-azaspiro[3.3]heptane-2-carboxylic acid tert-butyl ester